FC=1C=C2C(=CNC2=CC1)CCCNCC1CCN(CC1)C(=O)C1=C(C(=O)N)C=CC=C1 2-(4-(((3-(5-fluoro-1H-indol-3-yl)propyl)amino)methyl)piperidine-1-carbonyl)benzamide